N-[2-(p-toluenesulfonyloxy)phenyl]-N'-[2-(p-methoxybenzenesulfonyloxy)phenyl]urea CC1=CC=C(C=C1)S(=O)(=O)OC1=C(C=CC=C1)NC(=O)NC1=C(C=CC=C1)OS(=O)(=O)C1=CC=C(C=C1)OC